C[SiH2]CCC(F)(F)F methyl(3,3,3-trifluoropropyl)silane